ClC1=NC=C(C(=C1)C1=C(C=NC(=C1)C)C(=O)NC=1SC2=C(N1)CC[C@@H](C2)NC(=O)C2CC(C2)O)OC 2'-chloro-N-((S)-6-((1r,3S)-3-hydroxycyclobutane-1-carboxamido)-4,5,6,7-tetrahydrobenzo[d]thiazol-2-yl)-5'-methoxy-6-methyl-[4,4'-bipyridine]-3-carboxamide